9-(6-hydroxy-benzo[1,3]dioxol-5-yl)-6,7-dimethoxy-3H-naphtho[2,3-c]furan-1-one OC=1C(=CC2=C(OCO2)C1)C1=C2C=C(C(=CC2=CC2=C1C(OC2)=O)OC)OC